1-(3,5-difluorobenzyl)-8-(1-(2,2-difluoroethyl)-1H-pyrazolo[3,4-b]pyrazin-6-yl)-3-(6-(trifluoromethyl)pyridin-3-yl)-1,3,8-triazaspiro[4.5]decane-2,4-dione FC=1C=C(CN2C(N(C(C23CCN(CC3)C3=CN=C2C(=N3)N(N=C2)CC(F)F)=O)C=2C=NC(=CC2)C(F)(F)F)=O)C=C(C1)F